F[C@H]1CN(C[C@@H]1F)C1=NC(=NC(=C1)C(F)(F)F)NC1=CC=C(C=C1)N1CC(CCC1)O 1-[4-({4-[(3S,4S)-3,4-difluoropyrrolidin-1-yl]-6-(trifluoromethyl)pyrimidin-2-yl}amino)phenyl]piperidin-3-ol